(R)-1-(8-(3-azidopropyl)-4-((1-(3-(difluoro(piperidin-4-yl)methyl)phenyl)ethyl)amino)-7-oxo-7,8-dihydropyrido[2,3-d]pyrimidin-6-yl)cyclopropane-1-carbonitrile N(=[N+]=[N-])CCCN1C(C(=CC2=C1N=CN=C2N[C@H](C)C2=CC(=CC=C2)C(C2CCNCC2)(F)F)C2(CC2)C#N)=O